C(C)(C)(C)C=1C=C(CSCC(=O)[O-])C=C(C1O)C(C)(C)C 3,5-di-tert-butyl-4-hydroxybenzylmercaptoacetat